N-(4-nitrophenyl)formamide C1=CC(=CC=C1NC=O)[N+](=O)[O-]